N-[2-chloro-4-(trifluoromethyl)phenyl]-2-[2-(3,6-dihydro-2H-pyran-4-yl)-6-[(E)-(5,5-dimethylpyrrolidin-3-ylidene)methyl]-5-ethyl-7-oxo-[1,2,4]triazolo[1,5-a]pyrimidin-4-yl]acetamide ClC1=C(C=CC(=C1)C(F)(F)F)NC(CN1C=2N(C(C(=C1CC)/C=C\1/CNC(C1)(C)C)=O)N=C(N2)C=2CCOCC2)=O